FC(F)(F)[Cu].[S] sulfur trifluoromethyl-copper salt